4-(7,7-difluoro-2-methylsulfinyl-5,6-dihydrocyclopenta[d]pyrimidin-4-yl)-2-methylsulfinyl-benzonitrile FC1(CCC2=C1N=C(N=C2C2=CC(=C(C#N)C=C2)S(=O)C)S(=O)C)F